8-amino-3-((dimethylamino)methyl)-7-(3-hydroxy-2,6-dimethylphenyl)-7H-imidazo[1,2-c]pyrrolo[3,2-e]pyrimidine-9-carboxamide NC1=C(C=2C=3N(C=NC2N1C1=C(C(=CC=C1C)O)C)C(=CN3)CN(C)C)C(=O)N